ethyl 2-(((1s,4s)-4-(2-((tert-butoxycarbonyl)amino)propan-2-yl)cyclohexyl)oxy)acetate C(C)(C)(C)OC(=O)NC(C)(C)C1CCC(CC1)OCC(=O)OCC